2-methoxypyrimidine-5-carboxylate COC1=NC=C(C=N1)C(=O)[O-]